(6-imidazo[1,2-a]pyridin-3-yl-pyrimidin-4-yl)-(4-imidazol-1-yl-benzyl)-amine N=1C=C(N2C1C=CC=C2)C2=CC(=NC=N2)NCC2=CC=C(C=C2)N2C=NC=C2